(3,5-Diisopropylphenyl)(cyclopentyl)methylene(cyclopentadienyl)(2,7-di-tert-butylfluoren-9-yl)dimethylzirconium C(C)(C)C=1C=C(C=C(C1)C(C)C)C[Zr](C(=C)C1CCCC1)(C1C2=CC(=CC=C2C=2C=CC(=CC12)C(C)(C)C)C(C)(C)C)C1C=CC=C1